NC=1C(=CC(=C(C1)NC1=NC=C(C(=N1)NC12CC(C1)C2)C#N)OC)N(C)CCN(C)C 2-((5-amino-4-((2-(dimethylamino)ethyl)(methyl)amino)-2-methoxyphenyl)amino)-4-(bicyclo[1.1.1]pentan-1-ylamino)pyrimidine-5-carbonitrile